C(C)(=O)C1=C(C2=C(N=C(N=C2)NC2=CC=C(C=N2)N2CC(C2)N2CCC(CC2)CCC=2C=C(C=CC2)C2C(NC(CC2)=O)=O)N(C1=O)C1CCCC1)C 3-(3-(2-(1-(1-(6-((6-Acetyl-8-cyclopentyl-5-methyl-7-oxo-7,8-dihydropyrido[2,3-d]pyrimidin-2-yl)amino)pyridin-3-yl)azetidin-3-yl)piperidin-4-yl)ethyl)phenyl)piperidine-2,6-dione